FCC1(CC1)C1=C(C=CC=2N(C(N(C21)C2=NC=NS2)=O)C)S(=O)(=O)N [1-(fluoromethyl)cyclopropyl]-1-methyl-2-oxo-3-(1,2,4-thiadiazol-5-yl)benzimidazole-5-sulfonamide